n-Tetradecylphosphocholin C(CCCCCCCCCCCCC)OP(=O)([O-])OCC[N+](C)(C)C